CC1CC=C(C(N1)=O)N1CCOCC1 6-methyl-3-morpholinyl-5,6-dihydropyridin-2(1H)-one